C1(CCC1)C[C@@H](C(=O)OC(C)(C)C)NC tert-butyl (S)-3-cyclobutyl-2-(methylamino)propanoate